CC1(CCC(CC1)C(C)C)O L-1-methyl-4-isopropyl-cyclohexanol